(1,2,6,7-tetrahydro-8H-indeno-[5,4-b]furan-8-ylidene)-acetonitrile C1C2=C(OC1)C=CC=1CCC(C12)=CC#N